(4-amino-7-fluoroimidazo[1,5-a]quinoxalin-8-yl)((3R,4aS,9bS)-3-methyl-7-(trifluoromethyl)-3,4,4a,9b-tetrahydrofuro[2,3-b:4,5-b']dipyridin-1(2H)-yl)methanone NC=1C=2N(C3=CC(=C(C=C3N1)F)C(=O)N1[C@@H]3[C@H](C[C@H](C1)C)OC1=NC(=CC=C13)C(F)(F)F)C=NC2